NCC(C(OCCOCCOCCOCCNC(OC(C)(C)C)=O)(C)C)F Tert-butyl N-[2-[2-[2-[2-(3-amino-2-fluoro-1,1-dimethyl-propoxy)ethoxy]ethoxy]ethoxy] ethyl]carbamate